CC(C(=O)O)(COC1=NC=CC=C1OC(F)(F)F)C 2,2-dimethyl-3-((3-(trifluoromethoxy)pyridin-2-yl)oxy)propionic acid